4-(4-(cyclopentylamino)phenyl)-N-(4-methyl-3-(trifluoromethyl)phenyl)-6-oxo-2,3,4,6,11,11a-hexahydro-1H-pyrido[1,2-b]isoquinoline-3-carboxamide C1(CCCC1)NC1=CC=C(C=C1)C1C(CCC2N1C(C=1C=CC=CC1C2)=O)C(=O)NC2=CC(=C(C=C2)C)C(F)(F)F